CN(CCCCCN(C(C(C(C(C(C(C(C(F)(F)F)(F)F)(F)F)(F)F)(F)F)(F)F)(F)F)=O)C(CCCCCC(=O)OCC(CCCCCC)CCCC)CCCCCC(=O)OCC(CCCCCC)CCCC)C BIS(2-BUTYLOCTYL) 7-(N-(5-(DIMETHYLAMINO)PENTYL)-2,2,3,3,4,4,5,5,6,6,7,7,8,8,8-PENTADECAFLUOROOCTANAMIDO)TRIDECANEDIOATE